CC(C(=O)N1[C@H]([C@H](C(C1)(F)F)NS(=O)(=O)CC)CC1=CC(=CC=C1)C1=NC=CC(=C1)C)(C)C N-[(2S,3R)-1-(2,2-dimethylpropanoyl)-4,4-difluoro-2-{[3-(4-methylpyridin-2-yl)-phenyl]methyl}pyrrolidin-3-yl]ethane-sulfonamide